C1(CC1)NC(C1=CC(=C(C=C1)C)C=1C=NN(C1)C1=CN=C2N1C=CC=C2)=O N-cyclopropyl-3-(1-{imidazo[1,2-a]pyridin-3-yl}-1H-pyrazol-4-yl)-4-methylbenzamide